[Ni].CN1CCC(CC1)C1=CC=C(C=C1)C1=CC=C2CNC(C2=C1)=O 6-(4-(1-methylpiperidin-4-yl)phenyl)isoindolin-1-one nickel